CN1N=C(C(=C1)C1=CC=C(N=N1)NC1CC2(CN(C2)CCC(C)(C)C)C1)C N-(6-(1,3-dimethyl-1H-pyrazol-4-yl)pyridazin-3-yl)-2-(3,3-dimethylbutyl)-2-azaspiro[3.3]heptan-6-amine